methyl isocyanate acrylate C(C=C)(=O)O.CN=C=O